CN1C(N(C(C=C1)=O)CC=1SC=CC1)=O 2-((3-methyl-2,6-dioxo-3,6-dihydropyrimidin-1(2H)-yl)methyl)thiophene